4-(4-((6-((1-acryloylpiperidin-4-yl)amino)-7-methoxyquinazolin-4-yl)amino)-3-fluorophenoxy)-N-(tert-butyl)picolinamide C(C=C)(=O)N1CCC(CC1)NC=1C=C2C(=NC=NC2=CC1OC)NC1=C(C=C(OC2=CC(=NC=C2)C(=O)NC(C)(C)C)C=C1)F